ClC1=CC=C(S1)S(=O)(=O)N1CC2=C(C1)CN(C2)C([C@H](C)C2=CC=CC=C2)=O (2R)-1-{5-[(5-chlorothiophene-2-yl)sulfonyl]-1h,2h,3h,4h,5h,6h-pyrrolo[3,4-c]pyrrol-2-yl}-2-phenylpropan-1-one